4-(5-amino-6-(furan-3-yl)-1H-indazol-1-yl)-2-methylbutan-2-ol NC=1C=C2C=NN(C2=CC1C1=COC=C1)CCC(C)(O)C